Acryloyl-chlorine C(C=C)(=O)Cl